[Si](C)(C)(C(C)(C)C)OCC=1N=C(SC1C=O)N1CCOCC1 4-(((tert-butyldimethylsilyl)oxy)methyl)-2-morpholinothiazole-5-carbaldehyde